(R)-N-[(1R)-3-(1,3-dioxan-2-yl)-1-[5-fluoro-2-(methylsulfanyl)phenyl]propyl]-2-methylpropane-2-sulfinamide O1C(OCCC1)CC[C@H](C1=C(C=CC(=C1)F)SC)N[S@](=O)C(C)(C)C